CN1C(=C(C=C1C)C1=CC=CC=C1)C(C(=O)NC1=CC=2OCC3N(C2N=C1)CCN(C3)C3=NC=C(C=N3)F)=O 2-(1,5-dimethyl-3-phenyl-1H-pyrrol-2-yl)-N-(8-(5-fluoropyrimidin-2-yl)-6,6a,7,8,9,10-hexahydropyrazino[1,2-d]pyrido[3,2-b][1,4]oxazin-3-yl)-2-oxoacetamide